{S}-2-amino-4-((2-amino)pyrimidinyl)butanoic acid N[C@H](C(=O)O)CCC1=NC(=NC=C1)N